Methyl (E)-5-bromo-6-((4-(5-carbamoyl-2-(1-ethyl-3-methyl-1H-pyrazole-5-carboxamido)-7-(3-morpholinopropoxy)-1H-benzo[d]imidazol-1-yl)but-2-en-1-yl)amino)nicotinate BrC=1C(=NC=C(C(=O)OC)C1)NC\C=C\CN1C(=NC2=C1C(=CC(=C2)C(N)=O)OCCCN2CCOCC2)NC(=O)C2=CC(=NN2CC)C